C(\C=C/C=CC=C\C=C/C=C\CCCCCC1C(CC)O1)(=O)O 17,18-epoxy-eicosa-Z,8Z,11Z,13E,15E-pentaenoic acid